COC1=C(NC2=CC(=NC=C2C(NC)=O)NC2=CC=C(C=N2)C(=O)NCCOCCOCCOCCOCCNC(OC(C)(C)C)=O)C=CC=C1C1=NC=CC=N1 Tert-butyl N-[2-[2-[2-[2-[2-[[6-[[4-(2-methoxy-3-pyrimidin-2-yl-anilino)-5-(methylcarbamoyl)-2-pyridyl]amino]pyridine-3-carbonyl]amino]ethoxy]ethoxy]ethoxy]ethoxy]ethyl]carbamate